1,4-Dioxepan-2-One O1C(COCCC1)=O